(2S,4S)-6-chloro-4-hydroxy-N-[3-(2-{[6-(trifluoromethyl)pyridin-3-yl]oxy}acetamido)bicyclo[1.1.1]pentan-1-yl]-3,4-dihydro-2H-1-benzopyran-2-carboxamide ClC=1C=CC2=C([C@H](C[C@H](O2)C(=O)NC23CC(C2)(C3)NC(COC=3C=NC(=CC3)C(F)(F)F)=O)O)C1